COC1=NC=C(C2=C1N=C(S2)NC(=O)C=2C=NN(C2)CCOC)C=2C=NN(C2)C 1-(2-Methoxy-ethyl)-1H-pyrazole-4-carboxylic acid [4-methoxy-7-(1-methyl-1H-pyrazol-4-yl)-thiazolo[4,5-c]pyridin-2-yl]-amide